2,6-bis[4-(R)-methyl-2-oxazolyl]pyridine CC=1N=C(OC1)C1=NC(=CC=C1)C=1OC=C(N1)C